4-(3-(2,5-dichloropyrimidin-4-yl)-1H-indol-7-yl)thiomorpholine ClC1=NC=C(C(=N1)C1=CNC2=C(C=CC=C12)N1CCSCC1)Cl